SC1=C(C2=C(C(=C3C(=C(C4=CC=C5C=CC6=CC=C1C=1C2=C3C4=C5C16)S)S)S)S)S hexamercaptocoronene